N=1N(N=CC1)C1=C2C=CNC2=C(C=C1)C=1SC2=C(N1)SC(=N2)N 5-[4-(2H-1,2,3-triazol-2-yl)-1H-indol-7-yl][1,3]thiazolo[5,4-d][1,3]thiazol-2-amine